2-(2-bromo-5-ethyl-7-oxo-6-(piperazin-1-yl)-[1,2,4]triazolo[1,5-a]pyrimidin-4(7H)-yl)-N-(2-chloro-4-(difluoromethyl)phenyl)acetamide BrC1=NN2C(N(C(=C(C2=O)N2CCNCC2)CC)CC(=O)NC2=C(C=C(C=C2)C(F)F)Cl)=N1